[C@H]12CC(C[C@H](CC1)N2)N2C(CC1=C2N=NC(=C1)C1=C(C=C(C=C1)C=1C=NN(C1)C)O)=O 7-((1R,3s,5S)-8-azabicyclo[3.2.1]octan-3-yl)-3-(2-hydroxy-4-(1-methyl-1H-pyrazol-4-yl)phenyl)-5,7-dihydro-6H-pyrrolo[2,3-c]pyridazin-6-one